Octadecyl 3-(3'-t-butyl-4'-hydroxy-5'-methyl phenyl)propionate C(C)(C)(C)C=1C=C(C=C(C1O)C)CCC(=O)OCCCCCCCCCCCCCCCCCC